(R)-4-(2-tert-Butyl (((4-nitrophenyl)sulfonyl)oxy)-3-phenylpropionamido)benzoate C(C)(C)(C)[C@@H](C(=O)NC1=CC=C(C(=O)[O-])C=C1)C(C1=CC=CC=C1)OS(=O)(=O)C1=CC=C(C=C1)[N+](=O)[O-]